1-(3-chloro-4-methylphenyl)-3-(10-((2-(2,6-dioxopiperidin-3-yl)-1-oxoisoindolin-4-yl)thio)decyl)urea ClC=1C=C(C=CC1C)NC(=O)NCCCCCCCCCCSC1=C2CN(C(C2=CC=C1)=O)C1C(NC(CC1)=O)=O